Cl.C1(CC1)C1=CC(=C(CCNC(=N)N)C=C1)F 1-(4-cyclopropyl-2-fluorophenethyl)guanidine hydrochloride